4-((3-chloro-4-fluorophenyl)amino)-6-methyl-1H-indole-2-carboxamide ClC=1C=C(C=CC1F)NC1=C2C=C(NC2=CC(=C1)C)C(=O)N